1-octadecanoyl-2-(7Z-octadecenoyl)-sn-glycero-3-phosphocholine CCCCCCCCCCCCCCCCCC(=O)OC[C@H](COP(=O)([O-])OCC[N+](C)(C)C)OC(=O)CCCCC/C=C\CCCCCCCCCC